methyl (E)-3-(2-(diethoxyphosphoryl)vinyl)-5-(4,4,5,5-tetramethyl-1,3,2-dioxaborolan-2-yl)benzoate C(C)OP(=O)(OCC)/C=C/C=1C=C(C(=O)OC)C=C(C1)B1OC(C(O1)(C)C)(C)C